N1CNCNC1 hexahydro-1,3,5-tri-azine